CN1N=C(C=C1)CNC(=O)C1=C(C2=C(CCC3=CN(N=C23)CC2=NC=CC=C2)O1)C(F)(F)F N-[(1-methyl-1H-pyrazol-3-yl)methyl]-2-(pyridin-2-ylmethyl)-8-(trifluoromethyl)-4,5-dihydro-2H-furo[2,3-g]indazole-7-carboxamide